diisopropyl peroxydicarbonate (diisopropyl peroxydicarbanate) C(C)(C)C(C(=O)OO)C(C)C.C(=O)(OC(C)C)OOC(=O)OC(C)C